4-(4-((1R,5S)-3,8-diazabicyclo[3.2.1]octan-3-yl)-6-(2-chlorophenoxy)-2-(((S)-1-methylpyrrolidin-2-yl)methoxy)quinazolin-7-yl)naphthalen-2-ol bis(2,2,2-trifluoroacetate) FC(C(=O)O)(F)F.FC(C(=O)O)(F)F.[C@H]12CN(C[C@H](CC1)N2)C2=NC(=NC1=CC(=C(C=C21)OC2=C(C=CC=C2)Cl)C2=CC(=CC1=CC=CC=C21)O)OC[C@H]2N(CCC2)C